N-(5-cyclopentyl-1H-pyrazol-3-yl)-7,7-dimethyl-6,7-dihydro-5H-cyclopenta[c]pyridazin-3-amine C1(CCCC1)C1=CC(=NN1)NC1=CC2=C(N=N1)C(CC2)(C)C